C12(CC(C1)C2)N2[C@@H](C=1NC3=CC=CC=C3C1C[C@H]2C)C2=CC=C(C=C2)N[C@@H]2[C@H](CN(C2)CCCF)O (3S,4S)-4-((4-((1R,3R)-2-(bicyclo[1.1.1]pentan-1-yl)-3-methyl-2,3,4,9-tetrahydro-1H-pyrido[3,4-b]indol-1-yl)phenyl)amino)-1-(3-fluoropropyl)pyrrolidin-3-ol